4-[2-(2,7-dimethylindazol-5-yl)-7-fluoro-indazol-5-yl]piperazine-1-carboxylic acid tert-butyl ester C(C)(C)(C)OC(=O)N1CCN(CC1)C1=CC2=CN(N=C2C(=C1)F)C1=CC2=CN(N=C2C(=C1)C)C